ClC1=CC=C2C(=N1)N(C=C2C=2C=CC1=C(N=CS1)C2OC)COCC[Si](C)(C)C 5-(6-chloro-1-[[2-(trimethylsilyl)ethoxy]methyl]pyrrolo[2,3-b]pyridin-3-yl)-4-methoxy-1,3-benzothiazole